CC1=NC(=CC=C1O)C=C 2-methyl-6-vinylpyridine-3-ol